6-(2-(3-Chlorophenyl)pyridin-3-yl)benzo[d]isoxazol-3-amine ClC=1C=C(C=CC1)C1=NC=CC=C1C1=CC2=C(C(=NO2)N)C=C1